2-amino-3-((3-((3R,5R)-5-(3-fluorophenyl)tetrahydro-furan-3-yl)-1,2,4-oxadiazol-5-yl)methyl)-5-methylpyrazolo[5,1-f][1,2,4]triazin-4(3H)-one NC1=NN2C(C(N1CC1=NC(=NO1)[C@@H]1CO[C@H](C1)C1=CC(=CC=C1)F)=O)=C(C=N2)C